2-chloro-6-methyl-4-[1-(trifluoromethyl)-vinyl]Pyridine ClC1=NC(=CC(=C1)C(=C)C(F)(F)F)C